FC1=CC=2N(C=C1)C(=CN2)C2=C1CNC(C1=C(C=C2)NC2=NC(=C(C=C2)[C@H]2COCC2)CN2CC(C2)O)=O (S)-4-(7-fluoroimidazo[1,2-a]pyridin-3-yl)-7-((6-((3-hydroxy-azetidin-1-yl)methyl)-5-(tetrahydrofuran-3-yl)pyridin-2-yl)amino)isoindolin-1-one